C1(CC1)N(CCC1=CNC2=CC=CC(=C12)OC(C(C)C)=O)C isobutyric acid 3-(2-(cyclopropyl (methyl) amino) ethyl)-1H-indol-4-yl ester